OC=1C([C@H](OC1O)[C@@H](C[O-])O)=O.[Na+] sodium (2R)-2-[(2R)-4,5-dihydroxy-3-oxo-2,3-dihydrofuran-2-yl]-2-hydroxyethan-1-olate